tert-Butyl 6,7,10,11-tetrahydro-5H-pyridazino[3,4-c]pyrido[4',3':3,4]-pyrazolo[1,5-a]azepine-12(13H)-carboxylate N1=NC=CC2=C1C=1N(CCC2)N=C2C1CN(CC2)C(=O)OC(C)(C)C